cyclohexylboronic acid, benzoylhydrazide C(C1=CC=CC=C1)(=O)N(N)B(O)C1CCCCC1